Cl.CC1=CC=C(N=N1)C(C)N 1-(6-methylpyridazin-3-yl)ethan-1-amine hydrochloride